C(CCCC)C1=CC=C(C(=O)OC(C(CCCCCCCC)C)CCCCCC)C=C1 hexyl-2-methyldecyl 4-pentylbenzoate